FC1=C(C=CC=C1)C1=NN2C(N=C(C=C2)N2CCCC2)=C1C(=O)N[C@@H]1C(NC2=C(C(=N1)C1=CC=CC=C1)C=CC=C2)=O 2-(2-Fluorophenyl)-N-[(3S)-2-oxo-5-phenyl-1,3-dihydro-1,4-benzodiazepin-3-yl]-5-pyrrolidin-1-ylpyrazolo[1,5-a]pyrimidine-3-carboxamide